CN1C(C(=CC2=CC=CC=C12)C=1SC(=NN1)N(C1CC(NC(C1)(C)C)(C)C)C)=O 1-methyl-3-(5-(methyl(2,2,6,6-tetramethylpiperidin-4-yl)amino)-1,3,4-thiadiazol-2-yl)quinolin-2(1H)-one